CCCCC\C=C/C=C/CC(CCCCCCCCCC)=O (Z,E)-6,8-Heneicosadien-11-one